N1(C=NC=C1)C1=C(N(C2=C(C=CC=C12)C#N)C)C1=NC(=NN1)C(F)(F)F 3-(1H-imidazol-1-yl)-1-methyl-2-(3-(trifluoromethyl)-1H-1,2,4-triazol-5-yl)-1H-indole-7-carbonitrile